FC=1C=C(C=C(C1)F)C=1C(=C(C=CC1)C[C@@H]1N(CC2(CC2)[C@@H]1NS(=O)(=O)C(F)F)C(C(CF)(C)O)=O)F N-[(6S,7S)-6-[[3-(3,5-difluorophenyl)-2-fluoro-phenyl]methyl]-5-(3-fluoro-2-hydroxy-2-methyl-propanoyl)-5-azaspiro[2.4]heptan-7-yl]-1,1-difluoro-methanesulfonamide